5-(4-fluorophenyl)-2-(hydroxymethyl)tetrahydro-2H-pyran-3,4-diol FC1=CC=C(C=C1)C1C(C(C(OC1)CO)O)O